7,9-bis(2,6-bis((R)-1-(3,5-diethylphenyl)ethyl)-4-methylphenyl)-7H-pyrene C(C)C=1C=C(C=C(C1)CC)[C@@H](C)C1=C(C(=CC(=C1)C)[C@H](C)C1=CC(=CC(=C1)CC)CC)C1CC=2C=CC3=CC=CC=4C=C(C(=C1)C2C43)C4=C(C=C(C=C4[C@H](C)C4=CC(=CC(=C4)CC)CC)C)[C@H](C)C4=CC(=CC(=C4)CC)CC